2'-hydroxy-6'-methoxyacetophenone OC1=C(C(=CC=C1)OC)C(C)=O